5-Methyl-N-(4-(2-methyl-1H-imidazol-1-yl)pyridin-2-yl)-2-(1-methyl-1H-imidazol-2-yl)-6-(1-methyl-1H-pyrazol-3-yl)pyrrolo[2,1-f][1,2,4]triazin-4-amine CC=1C(=CN2N=C(N=C(C21)NC2=NC=CC(=C2)N2C(=NC=C2)C)C=2N(C=CN2)C)C2=NN(C=C2)C